methoxyl-tributylsilane O(C)[Si](CCCC)(CCCC)CCCC